2-{3-[3-amino-4-(7H-pyrrolo[2,3-d]pyrimidin-4-yl)-1H-pyrazol-1-yl]-1-(isopropylsulfonyl)azetidin-3-yl}acetonitrile phosphate P(=O)(O)(O)O.NC1=NN(C=C1C=1C2=C(N=CN1)NC=C2)C2(CN(C2)S(=O)(=O)C(C)C)CC#N